2-((2-cyclopropyl-4-fluorophenyl)-amino)-N-(6-methoxy-2-methylpyridin-3-yl)-4-(trifluoromethyl)-benzamide C1(CC1)C1=C(C=CC(=C1)F)NC1=C(C(=O)NC=2C(=NC(=CC2)OC)C)C=CC(=C1)C(F)(F)F